1,3-bis-(isocyanatomethyl)-benzene N(=C=O)CC1=CC(=CC=C1)CN=C=O